ethylenebis-tetrahydrofurfuryl alcohol C(CC(C1CCCO1)O)C(C1CCCO1)O